ClC=1C(=NC=CC1)N1N=C(C=C1C(=O)O)C(F)F 2-(3-chloro-2-pyridyl)-5-(difluoromethyl)pyrazole-3-carboxylic acid